C(CCCCCCCCCCC)SCS(=O)(=O)SC(C(=O)O)C 2-{[(dodecylthio)methylsulfonyl]thio}propanoic acid